ClC1=C(C=C2C=C(N=CC2=C1)NC(=O)C1C(C1C1=NN(C=C1)C)CC)N1CCN(CC1)[C@]1(COC[C@H]1O)C N-[7-chloro-6-[4-((3S,4S)-4-hydroxy-3-methyl-tetrahydrofuran-3-yl)piperazin-1-yl]-3-isoquinolyl]-2-ethyl-3-(1-methylpyrazol-3-yl)cyclopropanecarboxamide